FC(C(=O)OCC)CC(C(=O)C1=CC2=CC=CC=C2C=C1)C1=CC=C(C=C1)C(F)(F)F ethyl 2-fluoro-5-(naphthalen-2-yl)-4-(4-trifluoromethylphenyl)-5-oxopentanoate